difluoromethanesulfonate lithium [Li+].FC(S(=O)(=O)[O-])F